ClC1=C(C=C2CCNCC2=C1)NC1=NC=C(C(=N1)C1=CC2=C(C(N(CCS2(=O)=O)C2CC2)=O)S1)C(F)(F)F 7-(2-((7-chloro-1,2,3,4-tetrahydroisoquinolin-6-yl)amino)-5-(trifluoromethyl)pyrimidin-4-yl)-4-cyclopropyl-3,4-dihydrothieno[2,3-f][1,4]thiazepin-5(2H)-one 1,1-dioxide